[Cl-].C(CCCCCCCCCCCCCCCCC)[N+](C)(C)CCCCCCCCCCCCCCCCCC Distearyldi-methyl-ammonium chloride